2-(2,3-dichloro-6-hydroxyphenyl)-5-oxo-hexahydro-1H-indolizine-7-carboxylic acid ClC1=C(C(=CC=C1Cl)O)C1CC2CC(CC(N2C1)=O)C(=O)O